1,4-Oxazepan-6-ol hydrochloride Cl.O1CCNCC(C1)O